tert-butyl (R)-5-(4-(dimethylcarbamoyl)piperazin-1-yl)-3-((methyl((S)-5,6,7,8-tetrahydroquinolin-8-yl)amino)methyl)-3,4-dihydroisoquinoline-2(1H)-carboxylate CN(C(=O)N1CCN(CC1)C1=C2C[C@@H](N(CC2=CC=C1)C(=O)OC(C)(C)C)CN([C@H]1CCCC=2C=CC=NC12)C)C